C1(CCCCC1)C1=CC=C(C(=O)OC(C2=CC=C(C=C2)C2CCCCC2)=O)C=C1 p-cyclohexylbenzoic anhydride